4-((1R,5S)-3,8-diazabicyclo[3.2.1]oct-3-yl)-5-methyl-5,8-dihydropteridine-6,7-dione [C@H]12CN(C[C@H](CC1)N2)C2=NC=NC=1NC(C(N(C21)C)=O)=O